C(C)(C)N(C(C1=C(C=CC=C1)N1C=C(C=2C1=CN=CC2)C(=O)C2CNCC2)=O)C(C)C N,N-diisopropyl-2-(3-(pyrrolidine-3-carbonyl)-1H-pyrrolo[2,3-c]pyridin-1-yl)benzamide